FC=1C(=CC(=C(C(=O)OC)C1)NC1=C(C=C(C=C1)F)C)OC(F)(F)F methyl 5-fluoro-2-((4-fluoro-2-methyl-phenyl)amino)-4-(trifluoromethoxy)-benzoate